2-{3-[(3S)-3-tert-butylpiperazin-1-yl]-1,2,4-triazin-6-yl}-5-(1H-pyrazol-4-yl)phenol C(C)(C)(C)[C@H]1CN(CCN1)C=1N=NC(=CN1)C1=C(C=C(C=C1)C=1C=NNC1)O